C1(CCC1)[C@@H](C1=CC(=C(C=C1)F)F)C1N(C(C2=CC=C(C=C12)C(=O)N)=O)[C@H]1C(NC(CC1)=O)=O ((S)-cyclobutyl(3,4-difluorophenyl)methyl)-2-((R)-2,6-dioxopiperidin-3-yl)-1-oxoisoindoline-5-carboxamide